NC=1C=CC(=NC1)C1=C(C=2N=CN=C(C2N1C1=CC(=C(C=C1)OCC1=CC=CC=C1)F)O)C 6-(5-Aminopyridin-2-yl)-5-(4-(benzyloxy)-3-fluorophenyl)-7-methyl-5H-pyrrolo[3,2-d]pyrimidin-4-ol